C(C)(C)(C)C1=CC=C(C=C1)N1C[C@@H](CC1)C(=O)N[C@@H]([C@H](O)C1=CC2=C(OCCO2)C(=C1)F)CN1CCCC1 (R)-1-(4-(tert-butyl)phenyl)-N-((1R,2R)-1-(8-fluoro-2,3-dihydrobenzo[b][1,4]dioxin-6-yl)-1-hydroxy-3-(pyrrolidin-1-yl)propan-2-yl)pyrrolidine-3-carboxamide